C(C1=CC=CC=C1)OC(=O)N[C@H]1[C@@H](CCCC1)C(=O)OC Methyl (1R,2R)-2-(benzyloxycarbonylamino)cyclohexylcarboxylate